Methyl-(5-fluoro-2-hydroxyphenyl)methanone methyl-2-(4-bromo-2-fluorobenzyl)-1-(2-methoxyethyl)-1H-benzo[d]imidazole-6-carboxylate COC(=O)C=1C=CC2=C(N(C(=N2)CC2=C(C=C(C=C2)Br)F)CCOC)C1.CC(=O)C1=C(C=CC(=C1)F)O